dibutyltin dioleyl-malate C(CCCCCCC\C=C/CCCCCCCC)OC(C(O)CC(=O)OCCCCCCCC\C=C/CCCCCCCC)=O.C(CCC)[Sn]CCCC